2-amino-N-[(2-aminoquinolin-7-yl)methyl]-N-(2-methanesulfonylphenyl)acetamide NCC(=O)N(C1=C(C=CC=C1)S(=O)(=O)C)CC1=CC=C2C=CC(=NC2=C1)N